6-chloroindol-2-yl 4-[(4-methoxyphenyl)carbonyl]piperazinyl ketone COC1=CC=C(C=C1)C(=O)N1CCN(CC1)C(=O)C=1NC2=CC(=CC=C2C1)Cl